5-heptene-2,3-dicarboximide CC1C(CC=CC)C(NC1=O)=O